C1CC12CCN(CC2)C2=C(C=CC(=C2)Br)C2=NC(=NO2)C2=NC(=CC=C2)F 5-[2-(6-azaspiro[2.5]octan-6-yl)-4-bromo-phenyl]-3-(6-fluoro-2-pyridyl)-1,2,4-oxadiazole